FC1=CC=C(CSC2=NC=3N(C(N(C(C3N2C)=O)C)=O)C)C=C1 8-((4-fluorobenzyl)thio)-1,3,7-trimethyl-1H-purine-2,6(3H,7H)-dione